CCOC(=O)N Ethylurethan